methyl 3-(methoxymethyl)-6-(2-naphthyl)-4-oxo-4,5-dihydropyrazolo[1,5-a]pyrazine-2-carboxylate COCC=1C(=NN2C1C(NC(=C2)C2=CC1=CC=CC=C1C=C2)=O)C(=O)OC